tert-butyl N-[3-(benzyloxycarbonylamino)-2-triethylsilyloxypropyl]-N-[4-(tert-butoxycarbonylamino)-2-triethylsilyloxybutyl]carbamate C(C1=CC=CC=C1)OC(=O)NCC(CN(C(OC(C)(C)C)=O)CC(CCNC(=O)OC(C)(C)C)O[Si](CC)(CC)CC)O[Si](CC)(CC)CC